(R)-3,5-Bis(methoxymethoxy)-4-(4-((tetrahydrofuran-3-yl)amino)isoindoline-2-carbonyl)benzonitrile COCOC=1C=C(C#N)C=C(C1C(=O)N1CC2=CC=CC(=C2C1)N[C@H]1COCC1)OCOC